CC1(CCC(CN1)NC1=NC=C(C(=N1)C=1NC2=CC=C(C=C2C1)C#N)C(F)(F)F)C 2-(((6,6-dimethylpiperidin-3-yl)amino)-5-(trifluoromethyl)pyrimidin-4-yl)-1H-indole-5-carbonitrile